C1(CCC1)C1=CN=C(S1)C=1C=C(C(=O)N[C@H](C)C2=NC=C(N=C2)C)C=C(C1)OC1CCOCC1 3-(5-cyclobutyl-1,3-thiazol-2-yl)-N-[(1R)-1-(5-methylpyrazin-2-yl)ethyl]-5-(tetrahydro-2H-pyran-4-yloxy)benzamide